C(C1=CC=CC=C1)OC(N[C@H](CN)C)=O ((S)-2-Amino-1-methyl-ethyl)-carbamic acid benzyl ester